1-Ethyl-1-propylpiperidinium bis(trifluoromethanesulfonyl)imide [N-](S(=O)(=O)C(F)(F)F)S(=O)(=O)C(F)(F)F.C(C)[N+]1(CCCCC1)CCC